2-(3-(3-(hydroxyimino)prop-1-yn-1-yl)-N,5-dimethyl-2-(4-methylphenylsulfonamido)phenylsulfonamido)-N-(1-methyl-2-oxo-1,2-dihydropyridin-4-yl)acetamide ON=CC#CC=1C(=C(C=C(C1)C)S(=O)(=O)N(C)CC(=O)NC1=CC(N(C=C1)C)=O)NS(=O)(=O)C1=CC=C(C=C1)C